C(=C)S(=O)(=O)OC1=CC=C(C=C1)O 4-Hydroxyphenyl ethenesulfonate